bis-[4-(phenyl-m-tolyl-amino)-phenyl]-biphenyl C1(=CC=CC=C1)N(C1=CC=C(C=C1)C1=CC=C(C=C1)C1=CC=C(C=C1)C1=CC=C(C=C1)N(C1=CC=CC=C1)C=1C=C(C=CC1)C)C=1C=C(C=CC1)C